P(=O)(OC(C)(C)C)(OC(C)(C)C)OCN1N=C2C=CC(=CC2=C1)C#CC1=NC(=NC=C1)C1=NC(=NC=C1)N1CC2=CC=C(C=C2C1)F di-tert-butyl ((5-((2'-(5-fluoroisoindolin-2-yl)-[2,4'-bipyrimidin]-4-yl)ethynyl)-2H-indazol-2-yl)methyl) phosphate